[Cl-].[Cl-].C[SiH](C)[Zr+2](C1C=C(C=C1)C=CCCCC)C1(C(=C(C(=C1)C)C)C)C dimethylsilyl-(tetramethylcyclopentadienyl)(3-(1-hexenyl)cyclopentadienyl)zirconium dichloride